1-(hydroxymethyl)-1-methylpiperidin-1-ium OC[N+]1(CCCCC1)C